3-(3-((tert-butyldimethylsilyl)oxy)-2-fluoropropoxy)-1-((1r,4r)-4-methoxycyclohexyl)-5-methyl-4-nitro-1H-pyrazole [Si](C)(C)(C(C)(C)C)OCC(COC1=NN(C(=C1[N+](=O)[O-])C)C1CCC(CC1)OC)F